C(C)(C)(C)OC(=O)N(C1=NC=CC2=CC=C(C=C12)N1N=C(C=C1C(F)(F)F)C(=O)OCC)C(=O)OC(C)(C)C ethyl 1-(1-(bis(tert-butoxycarbonyl) amino) isoquinolin-7-yl)-5-(trifluoromethyl)-1H-pyrazole-3-carboxylate